tert-butyl 1-((S*)-4-(allyloxy)-3-(methoxymethoxy)-3-methyl-4-oxobutyl)-6,6-difluorotetrahydro-1H-pyrrolo[3,2-c]isoxazole-4(5H)-carboxylate C(C=C)OC([C@@](CCN1OCC2C1C(CN2C(=O)OC(C)(C)C)(F)F)(C)OCOC)=O |o1:5|